5-(3-(4-(4-(3-amino-6-(2-hydroxyphenyl)pyridazin-4-yl)phenyl)piperazin-1-yl)azetidin-1-yl)-2-(2,6-dioxopiperidin-3-yl)isoindoline-1,3-dione NC=1N=NC(=CC1C1=CC=C(C=C1)N1CCN(CC1)C1CN(C1)C=1C=C2C(N(C(C2=CC1)=O)C1C(NC(CC1)=O)=O)=O)C1=C(C=CC=C1)O